BrC1=C2CC[C@@H](C2=CC=C1)NC1=NC(=C(C#N)C=C1C(F)(F)F)OC (S)-6-((4-bromo-2,3-dihydro-1H-inden-1-yl)amino)-2-methoxy-5-(trifluoromethyl)nicotinonitrile